C(C(=C)C)(=O)OCCC(=O)[O-].C(C(=C)C)(=O)OCCC(=O)[O-].[Zn+2] zinc bis(3-methacryloyloxypropionate)